tert-butyl-((1,3-dibromopropan-2-yl)oxy)diphenylsilane C(C)(C)(C)[Si](C1=CC=CC=C1)(C1=CC=CC=C1)OC(CBr)CBr